2-{3-[(2R,6S)-2,6-Dimethylmorpholin-4-carbonyl]-5,6-dihydrocyclopenta[c]pyrazol-1(4H)-yl}-1-(4-methyl-4-phenylpiperidin-1-yl)ethan-1-on C[C@@H]1CN(C[C@@H](O1)C)C(=O)C=1C2=C(N(N1)CC(=O)N1CCC(CC1)(C1=CC=CC=C1)C)CCC2